NCC(O)CO Isoserinol